NC1(CCN(CC1)C([C@@H](CCCCN)NC([C@@H](CCC(=O)N)NC([C@@H](CC1=CC=CC=C1)N)=O)=O)=O)C(=O)O 4-amino-1-[(2R)-6-amino-2-[[(2R)-5-amino-2-[[(2R)-2-amino-3-phenyl-propionyl]amino]-5-oxo-pentanoyl]amino]hexanoyl]piperidine-4-carboxylic acid